ClC=1C=CC=2N(C1)C(=CN2)C2=NC=CC(=N2)N2CC(CCC2)N=S(=O)(C)C ((1-(2-(6-Chloroimidazo[1,2-a]pyridin-3-yl)pyrimidin-4-yl)piperidin-3-yl)imino)dimethyl-λ6-sulfanone